IC=1C(N(C(=C(C1)I)C)C)=O 3,5-Diiodo-1,6-dimethyl-1H-pyridin-2-one